OC=1C2=CC=CC=C2C(=C2CC=CCC12)O 1,4-dihydro-9,10-dihydroxyanthracene